(1R,2R,5R)-2-carbamoyl-7-oxo-1,6-diazabicyclo[3.2.1]octan-6-yl hydrogen sulfate S(=O)(=O)(ON1[C@@H]2CC[C@@H](N(C1=O)C2)C(N)=O)O